2-cyano-4,5-dihydrothiazol-5-yl benzoate C(C1=CC=CC=C1)(=O)OC1CN=C(S1)C#N